COC(=O)C1=CN(C2=C(C=CC=C12)Br)C\C=C\[C@H]1NCCC[C@@H]1O 7-bromo-1-((E)-3-((2R,3S)-3-hydroxypiperidin-2-yl)allyl)-1H-indole-3-carboxylic acid methyl ester